2-[2-[2-[2-[2-(2-trityloxyethoxy)ethoxy]ethoxy]ethoxy]ethoxy]ethanol C(C1=CC=CC=C1)(C1=CC=CC=C1)(C1=CC=CC=C1)OCCOCCOCCOCCOCCOCCO